2,3-difluorophenethyl ether FC1=C(CCOCCC2=C(C(=CC=C2)F)F)C=CC=C1F